N1NC(N=C1)=S 1H-1,2,4-triazole-3-thion